C1(CC1)NC(C([C@@H](C[C@H]1C(NCC1)=O)NC([C@H](CC(C)C)NC(OC1C(CCC1)CC1=CC=CC=C1)=O)=O)O)=O 2-benzylcyclopentyl ((2S)-1-(((2R)-4-(cyclopropyl amino)-3-hydroxy-4-oxo-1-((S)-2-oxopyrrolidin-3-yl)butan-2-yl)amino)-4-methyl-1-oxopentan-2-yl)carbamate